N-(5-(4-(3-methoxyazetidin-1-yl)benzo[d]oxazol-2-yl)-8-(methylamino)-2,7-naphthyridin-3-yl)cyclopropanecarboxamide COC1CN(C1)C1=CC=CC2=C1N=C(O2)C2=C1C=C(N=CC1=C(N=C2)NC)NC(=O)C2CC2